(2S)-2-{[(2H-1,3-benzodioxol-4-yl)methyl]amino}-5,5-dimethylhexanoic acid O1COC2=C1C=CC=C2CN[C@H](C(=O)O)CCC(C)(C)C